fluoro-1'-methyl-1'H-spiro[piperidine-4,2'-quinoline]-4'(3'H)-one FC1C2(N(C3=CC=CC=C3C1=O)C)CCNCC2